OC[C@@H]1C(N(CC1)C=1N=NC(=CC1)C1=C(C=C(C=C1C)C(F)(F)F)O)=O (3R)-3-(hydroxymethyl)-1-[6-[2-hydroxy-6-methyl-4-(trifluoromethyl)phenyl]pyridazin-3-yl]pyrrolidin-2-one